N-(5-((4-(5,6-difluoro-1-methyl-1H-indol-3-yl)-7H-pyrrolo[2,3-d]pyrimidin-2-yl)amino)-2-((2-(dimethylamino)ethyl)(methyl)amino)phenyl)acetamide FC=1C=C2C(=CN(C2=CC1F)C)C=1C2=C(N=C(N1)NC=1C=CC(=C(C1)NC(C)=O)N(C)CCN(C)C)NC=C2